2-((5-chloro-2-(4-morpholinomethylanilino)pyrimidine-4-yl)amino)benzoic acid ClC=1C(=NC(=NC1)NC1=CC=C(C=C1)CN1CCOCC1)NC1=C(C(=O)O)C=CC=C1